OC1=C(C(=O)O)C=CC(=C1)C(=O)O ortho-hydroxyterephthalic acid